1-[9H-fluoren-9-ylmethoxycarbonyl(methyl)amino]cyclopentan-1-carboxylic acid C1=CC=CC=2C3=CC=CC=C3C(C12)COC(=O)N(C1(CCCC1)C(=O)O)C